CC1=NNC(=C1)C1=NC(=NC(=C1)N1C[C@@H](CC1)NC)N (R)-4-(3-methyl-1H-pyrazol-5-yl)-6-(3-(methylamino)pyrrolidin-1-yl)pyrimidin-2-amine